propionyl-pyrazole C(CC)(=O)C1=NNC=C1